N-(4-amino-1,3-dihydrofuro[3,4-c]pyridin-7-yl)-2-oxo-2-[rac-(2R,5S)-2-(1,3-benzothiazol-5-yl)-5-methyl-1-piperidyl]acetamide NC1=NC=C(C2=C1COC2)NC(C(N2[C@H](CC[C@@H](C2)C)C=2C=CC1=C(N=CS1)C2)=O)=O |r|